C(CC(=O)OCC)(=O)OCC Diethyl malonate